{2-[methoxy(methyl)amino]-2-oxoethyl}carbamic acid tert-butyl ester C(C)(C)(C)OC(NCC(=O)N(C)OC)=O